COC1=C(CNC2=NC=CC3=C2C(=NN3)I)C=CC(=C1)OC N-(2,4-dimethoxybenzyl)-3-iodo-1H-pyrazolo[4,3-c]pyridin-4-amine